tert-butyl N-[5-bromo-4-(trifluoromethyl) thiazol-2-yl]-N-methyl-carbamate BrC1=C(N=C(S1)N(C(OC(C)(C)C)=O)C)C(F)(F)F